C[C@@H]1CN(CCN1)C(C)=O (R)-1-(3-methylpiperazin-1-yl)ethan-1-one